ClC1=C(C=CC=C1)C=1N(C2=NC(=NC(=C2N1)N1CCC(CC1)C(F)(F)F)SC)C1=CC=C(C=C1)Cl 8-(2-chlorophenyl)-9-(4-chlorophenyl)-2-methylsulfanyl-6-[4-(trifluoromethyl)-1-piperidyl]purine